ClC1=CC=2N(C=C1)C=C(N2)C(=O)NNC(NC=2C=C1CCCC1=CC2)=S 2-(7-Chloroimidazo[1,2-a]pyridine-2-carbonyl)-N-(2,3-dihydro-1H-inden-5-yl)hydrazine-1-carbothioamide